tert-butyl (5-chloro-[1,2,4]triazolo[1,5-a]pyrimidin-7-yl)((6-cyclopropyl-8-(3-methyl-2,4-dioxoimidazolidin-1-yl) imidazo[1,2-a]pyridin-2-yl)methyl)carbamate ClC1=NC=2N(C(=C1)N(C(OC(C)(C)C)=O)CC=1N=C3N(C=C(C=C3N3C(N(C(C3)=O)C)=O)C3CC3)C1)N=CN2